C[Si](C#CC1=CCCN(C1)C(=O)OC(C)(C)C)(C)C tert-butyl 5-(2-trimethylsilylethynyl)-3,6-dihydro-2H-pyridine-1-carboxylate